C(#N)[C@@H](C[C@H]1C(NCC1)=O)NC([C@@H](NC(C(C)OC1CCCCC1)=O)CC(C)(C)C)=O N-{(1R)-1-cyano-2-[(3S)-2-oxopyrrolidin-3-yl]ethyl}-N2-[2-(cyclohexyloxy)propionyl]-4-methyl-L-leucinamide